O1CCC(CC1)CN1C2=C(C=3C=CC=CC13)CN(CC2)C(=O)OC(C)(C)C tert-butyl 5-((tetrahydro-2H-pyran-4-yl) methyl)-1,3,4,5-tetrahydro-2H-pyrido[4,3-b]indole-2-carboxylate